NC=1C2=C(N=CN1)N(C=C2C(=O)O)C2(CC2)C 4-amino-7-(1-methylcyclopropyl)-7H-pyrrolo[2,3-d]pyrimidine-5-carboxylic acid